Dipotassium cyanodithioimidocarbonate C(#N)N=C([S-])[S-].[K+].[K+]